(6-cyclopropyl-5-meth-oxy-4-((E)-2-(trans-4-(trifluoromethyl)cyclohexyl)vinyl)pyridin-2-yl)-acrylamide C1(CC1)C1=C(C(=CC(=N1)C(C(=O)N)=C)\C=C\[C@@H]1CC[C@H](CC1)C(F)(F)F)OC